3-((1-ethyl-1h-imidazol-5-yl)methyl)-3H-imidazole C(C)N1C=NC=C1CN1C=NC=C1